sodium 3-hydroxy-1-propynylsulfonate OCC#CS(=O)(=O)[O-].[Na+]